OC(CC1CN(CCC1)C(=O)OC(C)(C)C)(C)C1=C(C=CC=C1)C(F)(F)F tert-butyl 3-(2-hydroxy-2-(2-(trifluoromethyl)phenyl)propyl)piperidine-1-carboxylate